zinc D-proline N1[C@H](CCC1)C(=O)O.[Zn]